4-Methyl-3-[2-(3-pyridyl)ethynyl]-N-spiro[6,7-dihydro-5H-pyrazolo[1,5-a]pyridine-4,1'-cyclopropane]-2-yl-benzamide CC1=C(C=C(C(=O)NC2=NN3C(=C2)C2(CC2)CCC3)C=C1)C#CC=1C=NC=CC1